4,7-dimethyl-1,3-dihydro-2H-indene-2,2-dicarboxylic acid dimethyl ester COC(=O)C1(CC2=C(C=CC(=C2C1)C)C)C(=O)OC